(E)-3-phenyl-1-(thiophen-2-yl)prop-2-en-1-one C1(=CC=CC=C1)/C=C/C(=O)C=1SC=CC1